1-(3,5-difluoro-2-hydroxymethylphenyl)-3-[3-(2-hydroxyethylamino)-5-trifluoromethoxyphenyl]urea FC=1C(=C(C=C(C1)F)NC(=O)NC1=CC(=CC(=C1)OC(F)(F)F)NCCO)CO